C(C(=C)C)(=O)OCCOC(NCCC[Si](OCC)(OCC)OCC)=O 4,4-diethoxy-9-oxo-3,10-dioxa-8-aza-4-siladodecan-12-yl methacrylate